tris(perfluoropropyl)amine FC(C(C(F)(F)F)(F)F)(F)N(C(C(C(F)(F)F)(F)F)(F)F)C(C(C(F)(F)F)(F)F)(F)F